3,5-dimethoxy-4-(trideuteromethoxy)benzamide COC=1C=C(C(=O)N)C=C(C1OC([2H])([2H])[2H])OC